C1(=CC=CC2=CC=CC=C12)[C@@H](C)NC[C@@H]1OC2=CC=CC=C2C(C1)=O (R)-2-((((R)-1-(Naphthalen-1-yl)ethyl)amino)methyl)chroman-4-on